N-{[3-(4-{[(3S,4R)-3-fluoro-1-methylpiperidin-4-yl]amino}-1-(2,2,2-trifluoroethyl)-1H-indol-2-yl)-1,2,4-oxadiazol-5-yl]methyl}-1H-indole-5-carboxamide F[C@H]1CN(CC[C@H]1NC1=C2C=C(N(C2=CC=C1)CC(F)(F)F)C1=NOC(=N1)CNC(=O)C=1C=C2C=CNC2=CC1)C